N1=CN=CC(=C1)N pyrimidin-5-amine